(2-formyl-3-hydroxyphenyl)methyl N-{5-[(1S,3R)-3-[(isopropylcarbamoyl)oxy] cyclopentyl]-1H-pyrazol-3-yl}carbamate C(C)(C)NC(=O)O[C@H]1C[C@H](CC1)C1=CC(=NN1)NC(OCC1=C(C(=CC=C1)O)C=O)=O